2-(3-((1r,3r)-3-methoxy-1-(4-methyl-4H-1,2,4-triazol-3-yl)cyclobutyl)phenyl)-6-(((1-(methoxymethyl)cyclopropyl)amino)methyl)-4-(trifluoromethyl)isoindolin-1-one COC1CC(C1)(C1=NN=CN1C)C=1C=C(C=CC1)N1C(C2=CC(=CC(=C2C1)C(F)(F)F)CNC1(CC1)COC)=O